Methyl 9-(4-((1-(3-fluoropropyl)pyrrolidin-3-yl)(hydroxy)methyl)phenyl)-6,7-dihydro-5H-benzo[7]annulene-3-carboxylate FCCCN1CC(CC1)C(C1=CC=C(C=C1)C1=CCCCC2=C1C=CC(=C2)C(=O)OC)O